3-(4-Methoxybenzyl)-1-palmitoyl-glycerol-d5 COC1=CC=C(COC(C(C(OC(CCCCCCCCCCCCCCC)=O)([2H])[2H])(O)[2H])([2H])[2H])C=C1